N1N=NN=C1C(C)(C)S(=O)(=O)C1(CC1)CN1C(C=2N(CC1)C(=NC2)C(=O)NCC2=CC=C(C=C2)Cl)=O 7-((1-((2-(1H-tetrazol-5-yl)propan-2-yl)sulfonyl)cyclopropyl)methyl)-N-(4-chlorobenzyl)-8-oxo-5,6,7,8-tetrahydroimidazo[1,5-a]pyrazine-3-carboxamide